ClC1=NC(=NC(=N1)Cl)CC(C(F)(F)F)C1=CC=CC=C1 2,4-dichloro-6-(3,3,3-trifluoro-2-phenylpropyl)-1,3,5-triazine